NC1=NC=2C=CC(=CC2C2=C1C=NN2C)C(=O)N(C)[C@@H]2COCC1=C2C=CC(=C1F)C(F)(F)F 4-amino-N-((4S)-8-fluoro-7-(trifluoromethyl)-3,4-dihydro-1H-2-benzopyran-4-yl)-N,1-dimethyl-1H-pyrazolo[4,3-c]quinoline-8-carboxamide